N-(3α,7α-Dihydroxy-4β-fluoro-6α-ethyl-5β-cholan-24-oyl)-2-trifluoromethylphenylsulfonamid O[C@H]1[C@@H]([C@H]2[C@H]([C@H]([C@H]3[C@@H]4CC[C@H]([C@@H](CCC(=O)NS(=O)(=O)C5=C(C=CC=C5)C(F)(F)F)C)[C@]4(CC[C@@H]3[C@]2(CC1)C)C)O)CC)F